NC1=NC=2C=C(C(=CC2C2=C1COC2)C(=O)O)F 4-amino-7-fluoro-1,3-dihydrofuro[3,4-c]quinoline-8-carboxylic acid